NC1CCCC2=CC=CC=C12 1-AminoTetraline